SC(C(=O)O)C.SC(C(=O)O)CC.SC(C(=O)O)CC.SC(C(=O)O)CC.SC(C(=O)O)CC.OCC(CO)(CO)CO pentaerythritol tetra(2-mercaptobutanoate) mercaptopropionate